ClCCS(=O)(=O)C1=CC=C(C=C1)F 1-((2-chloroethyl)sulfonyl)-4-fluorobenzene